selenious acid-copper salt [Cu+2].[Se](=O)([O-])[O-]